N-(2-(2,6-dioxopiperidin-3-yl)-6-methyl-3-oxoisoindolin-5-yl)acetamide O=C1NC(CCC1N1CC2=CC(=C(C=C2C1=O)NC(C)=O)C)=O